C1=C(C=CC=2C3=CC=CC=C3C3=CC=CC=C3C12)C=1C=C(C=CC1)C1=CC(=CC=C1)C1=NC(=NC(=N1)C1=CC=CC=C1)C1=CC=CC=C1 2-[3'-(triphenylene-2-yl)biphenyl-3-yl]-4,6-diphenyl-1,3,5-triazine